Pentanoyl-3-methylbutanoylperoxid C(CCCC)(=O)C(C(=O)OOC(C(C(C)C)C(CCCC)=O)=O)C(C)C